6-chloro-N-(1-[3-{4-(trifluoromethoxy)phenyl}-1,2,4-oxadiazol-5-yl]cyclopentyl)nicotinamide ClC1=NC=C(C(=O)NC2(CCCC2)C2=NC(=NO2)C2=CC=C(C=C2)OC(F)(F)F)C=C1